FC(C=1C=C(C=C(C1)C(F)(F)F)C1=CC=C(C=C1)C=1C(=NC2=CC(=CC=C2C1Cl)OC)C)(F)F 3-(3',5'-Bis(trifluoromethyl)-[1,1'-biphenyl]-4-yl)-4-chloro-7-methoxy-2-methylquinoline